6-diethylamino-1,3,5-triazine-2-thione-4-thiolate C(C)N(C1=NC(=NC(N1)=S)[S-])CC